C(C)OC(=O)C=1C(=NC(=NC1)Cl)NC1COCCC1 2-chloro-4-((tetrahydro-2H-pyran-3-yl)amino)pyrimidine-5-carboxylic acid ethyl ester